BrC1=C(C=CC(=C1)C(=C)C)F 2-bromo-1-fluoro-4-(prop-1-en-2-yl)benzene